ClC=1C=C(C=CC1F)N1N=C(C=C1)C(C(=O)O)C 2-[1-(3-Chloro-4-fluorophenyl)-1H-pyrazol-3-yl]propanoic acid